COC(C1=C(C(=CC(=C1)CCO)[N+](=O)[O-])OC)=O 5-(2-hydroxyethyl)-2-methoxy-3-nitrobenzoic acid methyl ester